5-((4-butylphenyl)ethynyl)-2-fluoroaniline C(CCC)C1=CC=C(C=C1)C#CC=1C=CC(=C(N)C1)F